FC=1C=C(C=CC1)C1CC(CC2=CC=CC=C12)=O 4-(3-fluorophenyl)-3,4-dihydro-naphthalen-2(1H)-one